C(#N)C=1C=CC(=NC1)N1C[C@H](CC1)C1CC12N(CCC(C2)C(=O)N)C(=O)C2=NNC(=C2)C2=CC(=NC=C2F)OC ((R)-1-(5-cyanopyridin-2-yl)pyrrolidin-3-yl)-4-(5-(5-fluoro-2-methoxypyridin-4-yl)-1H-pyrazole-3-carbonyl)-4-azaspiro[2.5]octane-7-carboxamide